4,6-diamino-2-methylpyrimidine NC1=NC(=NC(=C1)N)C